OC(C)(C)C=1SC(=CN1)S(=O)(=NC(NC1=C2C(=NC3=C1CCC3)C(CC2)C)=O)NC(OC(C)(C)C)=O Tert-butyl (2-(2-hydroxypropan-2-yl)-N-((3-methyl-1,2,3,5,6,7-hexahydrodicyclopenta[b,e]-pyridin-8-yl)carbamoyl)thiazole-5-sulfonimidoyl)carbamate